[5-(cyclobutylsulfamoyl)furan-2-carbonyl]oxylithium C1(CCC1)NS(=O)(=O)C1=CC=C(O1)C(=O)O[Li]